3-methyl-1-((S)-1-(4-(trifluoromethyl)phenyl)ethyl)-1H-pyrazole-3,5-dicarboxamide CC1(NN(C(=C1)C(=O)N)[C@@H](C)C1=CC=C(C=C1)C(F)(F)F)C(=O)N